N-acetyloxy-1-(4-phenylthiophenyl)-3-cyclohexylpropan-1-one-2-imine C(C)(=O)ON=C(C(=O)C1=CC=C(C=C1)SC1=CC=CC=C1)CC1CCCCC1